C(C)(C)OC([C@@](CC(C)(C)C)(C1=C(C=C(C=C1)C=1N=NNC1)F)N)=O (R)-2-amino-2-(2-fluoro-4-(1H-1,2,3-triazol-4-yl)phenyl)-4,4-dimethylpentanoic acid isopropyl ester